3-bromo-5-(3,5-difluorophenoxy)-1-ethyl-1,2,4-triazole BrC1=NN(C(=N1)OC1=CC(=CC(=C1)F)F)CC